methyl (2S,3S,4S,5R,6R)-3,4,5-tris(acetyloxy)-6-bromooxane-2-carboxylate C(C)(=O)O[C@@H]1[C@H](O[C@@H]([C@@H]([C@H]1OC(C)=O)OC(C)=O)Br)C(=O)OC